O=C(C)[C@H]1CC[C@H]2[C@@H]3CC[C@H]4C[C@@H](CC[C@]4(C)[C@H]3CC[C@]12C)O 20-oxo-5α-pregnan-3α-ol